(7-chloro-1-(methylthio)naphthalen-2-yl)boron ClC1=CC=C2C=CC(=C(C2=C1)SC)[B]